4-Cyclopentyl-2-methoxy-N-(3-phenoxypropyl)-1H-imidazole-1-carboxamide C1(CCCC1)C=1N=C(N(C1)C(=O)NCCCOC1=CC=CC=C1)OC